(methylamino)quinolin CNC1=NC2=CC=CC=C2C=C1